F[C@@H]1[C@H](C1)C1=NC(=NO1)C=1C=CC(=C(C1)NC(=O)C1=CN=C2N1C=CC(=C2)C2=NN(C=C2)C)C N-(5-(5-((1R,2S)-2-fluorocyclopropyl)-1,2,4-oxadiazol-3-yl)-2-methylphenyl)-7-(1-methyl-1H-pyrazol-3-yl)imidazo[1,2-a]pyridine-3-carboxamide